6-(3-(1H-pyrazol-1-yl)-7,8-dihydro-1,6-naphthyridin-6(5H)-yl)-5-methylpyridazin N1(N=CC=C1)C=1C=NC=2CCN(CC2C1)C1=C(C=CN=N1)C